C(=O)(OC(C)(C)C)N1[C@H](CC1)C(=O)O |r| (rac)-1-Boc-azetidine-2-carboxylic acid